(3,5-Diphenylisoxazol-4-yl)methanol C1(=CC=CC=C1)C1=NOC(=C1CO)C1=CC=CC=C1